COC(=O)C1(CC1)C1=CNC2=CC=CC=C12 1-(1H-indol-3-yl)cyclopropane-1-carboxylic acid methyl ester